FC(C1=C(C=NN1)C(=O)NC1=CC(=NC=C1)C(F)(F)F)(F)F 5-trifluoromethyl-N-(2-trifluoromethylpyridine-4-yl)-1H-pyrazole-4-carboxamide